C(=O)(OC(C)(C)C)N1C=NC=C1 N-BOC-imidazole